NC1=C(OC=COC2=C(C=CC=C2)N)C=CC=C1 Bis(o-aminophenoxy)ethaneN